C1(=NC=CC2=CC=CC=C12)NC1=CC=C(C=C1)CC(=O)N 2-(4-(isoquinolin-1-ylamino)phenyl)acetamide